N1C=NC2=C1C=CC=C2C2=C(C=CC(=C2)Cl)[C@H](C(F)(F)F)OC2=CC(=NC(=N2)N)N2CCC1(C[C@H](NC1)C(=O)O)CC2 (S)-8-(6-((R)-1-(2-(1H-benzo[d]imidazol-4-yl)-4-chlorophenyl)-2,2,2-trifluoroethoxy)-2-aminopyrimidin-4-yl)-2,8-diazaspiro[4.5]decane-3-carboxylic acid